(2-furyl)-1-(3-(4-methylpiperazin-1-yl)benzyl)-1H-benzimidazole O1C(=CC=C1)C1=NC2=C(N1CC1=CC(=CC=C1)N1CCN(CC1)C)C=CC=C2